4-{[2-(3-methoxyphenyl)-1-(2,2,2-trifluoroethyl)-1H-indol-4-yl]amino}-1λ6-thiane-1,1-dione COC=1C=C(C=CC1)C=1N(C2=CC=CC(=C2C1)NC1CCS(CC1)(=O)=O)CC(F)(F)F